(R)-6-(3-amino-6-(4-(dimethylamino)chroman-6-yl)-5-fluoropyrazin-2-yl)isoquinolin-1(2H)-one NC=1C(=NC(=C(N1)F)C=1C=C2[C@@H](CCOC2=CC1)N(C)C)C=1C=C2C=CNC(C2=CC1)=O